C(C)N(CCNC(=O)C1=C(NC(=C1C)\C=C\1/C(NC2=CC=CC=C12)=O)C)CC (Z)-N-(2-(Diethylamino)ethyl)-2,4-dimethyl-5-((2-oxoindolin-3-ylidene)methyl)-1H-pyrrole-3-carboxamide